7-fluoro-6-methyl-9H-pyrimido[4,5-b]indol-4-amine FC1=C(C=C2C3=C(NC2=C1)N=CN=C3N)C